O=C1OC2(CC(C2)NC(OCC2=CC=CC=C2)=O)CN1C=1C=CC=2OCC(N(C2N1)COCC[Si](C)(C)C)=O Benzyl N-[6-oxo-7-[3-oxo-4-(2-trimethylsilylethoxymethyl)pyrido[3,2-b][1,4]oxazin-6-yl]-5-oxa-7-azaspiro[3.4]octan-2-yl]carbamate